boric acid monohydrate O.B(O)(O)O